4-chloro-7-[(3aR,4R,6R,6aR)-2,2-dimethyl-6-[(1R)-6-chloro-3-methoxy-isochroman-1-yl]-3a,4,6,6a-tetrahydrofuro[3,4-d][1,3]dioxol-4-yl]pyrrolo[2,3-d]pyrimidine ClC=1C2=C(N=CN1)N(C=C2)[C@@H]2O[C@@H]([C@H]1OC(O[C@H]12)(C)C)[C@@H]1OC(CC2=CC(=CC=C12)Cl)OC